BrC1=C(OC(C(=O)O)C)C=CC=C1Cl (2-bromo-3-chloro-phenoxy)propionic acid